COC1=C(C=C(C=N1)OB(O)O)C (6-methoxy-5-methyl-3-pyridinyl)boric acid